3-(1-(tritylsulfanyl)methyl)-3H-diazirine C(C1=CC=CC=C1)(C1=CC=CC=C1)(C1=CC=CC=C1)SCC1N=N1